5-amino-2-(2-methylquinolin-3-yl)-5-oxopentanoate NC(CCC(C(=O)[O-])C=1C(=NC2=CC=CC=C2C1)C)=O